BrC1=CC=C2C(N(C3(C2=C1)CC3)C[2H])=O 6'-bromo-2'-(deuteromethyl)-spiro[cyclopropane-1,1'-isoindolin]-3'-one